FC1=C(C=CC(=C1)N1CCN(CC1)C(C)C)N1C(=NC(=C1)C1=NC(=NC=C1C(F)(F)F)NC1CCN(CC1)S(=O)(=O)C)C 4-(1-(2-fluoro-4-(4-isopropylpiperazin-1-yl)phenyl)-2-methyl-1H-imidazol-4-yl)-N-(1-(methylsulfonyl)piperidin-4-yl)-5-(trifluoromethyl)pyrimidin-2-amine